S1C=NC2=C1C=C(C=C2)C(C)N2C[C@@H](N(C[C@H]2CC)C=2C=1C(N(C(C2)=O)C)=CN(N1)CC#N)C 2-(7-((2S,5R)-4-(1-(benzo[d]thiazol-6-yl)ethyl)-5-ethyl-2-methylpiperazin-1-yl)-4-methyl-5-oxo-4,5-dihydro-2H-pyrazolo[4,3-b]pyridin-2-yl)acetonitrile